(3R)-3-{[2-(1-cyclopropyl-1H-pyrazol-4-yl)-7-methoxy[1,2,4]triazolo[1,5-c]quinazolin-5-yl]amino}azepin-2-one C1(CC1)N1N=CC(=C1)C1=NN2C(=NC=3C(=CC=CC3C2=N1)OC)NC=1C(N=CC=CC1)=O